C(C)N(C(=O)S(=O)C)CC N,N-diethyl-1-(methylsulfinyl)-methanamide